2-(5-Bromoindol-1-yl)-1-(piperidin-1-yl)ethan-1-one BrC=1C=C2C=CN(C2=CC1)CC(=O)N1CCCCC1